NC1=CC(=C(CN(C(OC(C)(C)C)=O)C[C@@H](C2=C3C=CC(NC3=C(C=C2)O)=O)O[Si](C)(C)C(C)(C)C)C=C1)OC tert-Butyl (R)-(4-amino-2-methoxybenzyl)(2-((tert-butyldimethylsilyl)oxy)-2-(8-hydroxy-2-oxo-1,2-dihydroquinolin-5-yl)ethyl)carbamate